BrC1=CC2=C(N=C(O2)N(C(=O)OC(C)(C)C)C[C@@H]2CN(CC2)C(=O)OC(C)(C)C)C=C1 tert-Butyl (S)-3-(((6-bromobenzo[d]oxazol-2-yl)(tert-butoxycarbonyl)amino)methyl)pyrrolidine-1-carboxylate